N(=[N+]=[N-])CCOCCOCCOCCNC(CCC)=O 1-azido-13-oxo-3,6,9-trioxa-12-aza-hexadecane